trans-4-((3-(2-Cyclopropyloxazol-4-yl)phenyl)((trans-4-(4-methoxy-3-methylphenyl)cyclohexyl)methyl)carbamoyl)-cyclohexyl 3-hydroxyazetidine-1-carboxylate OC1CN(C1)C(=O)O[C@@H]1CC[C@H](CC1)C(N(C[C@@H]1CC[C@H](CC1)C1=CC(=C(C=C1)OC)C)C1=CC(=CC=C1)C=1N=C(OC1)C1CC1)=O